O[C@@H]1[C@@H](CCC1)N(C1=C(C(OC(=C1)C(=O)O)=O)OC)C 4-((cis-2-hydroxycyclopentyl)(methyl)amino)-3-methoxy-2-oxo-2H-pyran-6-carboxylic acid